tert-butyl 3,3-difluoro-4-(indol-1-yl)piperidine-1-carboxylate FC1(CN(CCC1N1C=CC2=CC=CC=C12)C(=O)OC(C)(C)C)F